2,3-DIHYDROQUINAZOLIN N=1CNC=C2C=CC=CC12